4-fluorophenethylamine FC1=CC=C(CCN)C=C1